C(C)OC(=O)C1=CN=CN1C(C)C1=C(C=CC=C1)O 1-(1-(2-hydroxyphenyl)ethyl)-1H-imidazole-5-carboxylic acid ethyl ester